4-{[3-(1-methyl-1H-benzo[d][1,2,3]triazol-5-yl)-5-(3-methylphenyl)-1H-pyrazol-1-yl]methyl}-N-hydroxybenzoamide CN1N=NC2=C1C=CC(=C2)C2=NN(C(=C2)C2=CC(=CC=C2)C)CC2=CC=C(C(=O)NO)C=C2